BrC1=CN=C(C2=CC(=C(C=C12)C(=O)N)OC)OC[C@H]1NC([C@H]([C@H]1CC)F)=O 4-bromo-1-(((2S,3S,4S)-3-ethyl-4-fluoro-5-oxopyrrolidin-2-yl)methoxy)-7-methoxyisoquinoline-6-carboxamide